3-((1-(6-aminohexan-2-yl)-7-(2-oxopiperidin-3-yl)-1H-benzo[d]imidazol-2-yl)carbamoyl)benzoic acid NCCCCC(C)N1C(=NC2=C1C(=CC=C2)C2C(NCCC2)=O)NC(=O)C=2C=C(C(=O)O)C=CC2